[Br-].CC(=CC[P+](C1=CC=CC=C1)(C1=CC=CC=C1)C1=CC=CC=C1)C (3,3-dimethylallyl)triphenylphosphonium bromide